C1(CCC1)[C@H]1[C@H](C=2C=CC(=CC2CC1)O)C1=CC=C(C=C1)N1CCC(CC1)C(OC)OC (5S,6S)-6-Cyclobutyl-5-(4-(4-(dimethoxymethyl)piperidin-1-yl)phenyl)-5,6,7,8-tetrahydronaphthalen-2-ol